1-Octyl (R)-2-hydroxypentanedioate O[C@@H](C(=O)OCCCCCCCC)CCC(=O)[O-]